3-[6-[4-(trifluoromethoxy)phenoxy]-3-pyridinyl]azetidine-1-carboxylic acid tert-butyl ester C(C)(C)(C)OC(=O)N1CC(C1)C=1C=NC(=CC1)OC1=CC=C(C=C1)OC(F)(F)F